N-[(3S,4S)-8-[5-[5-chloro-3-(2-methoxypropyl)-2-methyl-4-oxo-quinazolin-6-yl]sulfanylpyrazin-2-yl]-3-methyl-2-oxa-8-azaspiro[4.5]decan-4-yl]-2-methyl-propane-2-Sulfinamide ClC1=C2C(N(C(=NC2=CC=C1SC=1N=CC(=NC1)N1CCC2([C@@H]([C@@H](OC2)C)NS(=O)C(C)(C)C)CC1)C)CC(C)OC)=O